(S)-N-((4-carbamimidoylthiophen-2-yl)methyl)-7-((9,9-dimethyl-9H-fluorene-3-carbonyl)glycyl)-1,4-dioxa-7-azaspiro[4.4]nonane-8-carboxamide C(N)(=N)C=1C=C(SC1)CNC(=O)[C@H]1N(CC2(OCCO2)C1)C(CNC(=O)C=1C=CC=2C(C3=CC=CC=C3C2C1)(C)C)=O